tert-Butyl 2-(2-(((2-(ethoxycarbonyl)-1H-pyrrol-3-yl)amino)methyl)phenyl)azepane-1-carboxylate 3-amino-1H-pyrrole-2-carboxylate hydrochloride Cl.NC1=C(NC=C1)C(=O)O.C(C)OC(=O)C=1NC=CC1NCC1=C(C=CC=C1)C1N(CCCCC1)C(=O)OC(C)(C)C